(S)-2,6-di-tert-butoxycarbonyl-aminocaproyl-L-lysine C(C)(C)(C)OC(=O)[C@](NC(CCCCCN)=O)(CCCC(N)C(=O)OC(C)(C)C)C(=O)O